CC1(C=C1)C(=O)NN[C@@H](CCCCN)C(=O)O (1-methylcycloprop-2-enecarboxamido)-lysine